(2S,4S)-4-((2,4-Difluorobenzyl)(methyl)amino)pyrrolidine-2-carboxylic acid FC1=C(CN([C@H]2C[C@H](NC2)C(=O)O)C)C=CC(=C1)F